[4-(difluoromethoxy)-2-fluoro-phenyl]-1-methyl-imidazole-2-carboxamide FC(OC1=CC(=C(C=C1)C=1N=C(N(C1)C)C(=O)N)F)F